C(C1=CC=CC=C1)N1C=NC2=C1C(NNC2=O)=O 1-benzyl-5,6-dihydro-1H-imidazo[4,5-d]pyridazine-4,7-dione